methyl 1-methyl-6-vinyl-1H-benzo[d]imidazole-4-carboxylate CN1C=NC2=C1C=C(C=C2C(=O)OC)C=C